7-bromo-6-chloro-8-fluoro-5-methoxy-2-(methylthio)quinazolin-4-ol BrC1=C(C(=C2C(=NC(=NC2=C1F)SC)O)OC)Cl